4-(phenyl-d5)-9H-carbazole-1,5,6,8-d4 C1(=C(C(=C(C(=C1[2H])[2H])[2H])[2H])[2H])C1=CC=C(C=2NC3=C(C=C(C(=C3C12)[2H])[2H])[2H])[2H]